C(CC)SCCC=O beta-propylmercapto-propionaldehyde